5-[4-([[(2R,3S)-3-[(tert-butoxycarbonyl)amino]-5-carbamoylpentan-2-yl]oxy]methyl)phenyl]pent-4-ynoic acid C(C)(C)(C)OC(=O)N[C@H]([C@@H](C)OCC1=CC=C(C=C1)C#CCCC(=O)O)CCC(N)=O